C1=CC(=CC2=C1C=CCCC2)C(=O)N 6,7-dihydro-5H-benzo[7]annulene-3-carboxamide